4-amino-6-chloro-N-((1r,4r)-4-(2-methoxyethoxy)cyclohexyl)pyridinecarboxamide NC1=CC(=NC(=C1)Cl)C(=O)NC1CCC(CC1)OCCOC